(2-methyl-4-((5-nitropyridin-2-yl)amino)-3,4-dihydroquinolin-1(2H)-yl)propan-1-one CC1N(C2=CC=CC=C2C(C1)NC1=NC=C(C=C1)[N+](=O)[O-])C(CC)=O